(S)-1-(2-fluoro-5-methoxyphenyl)ethylamine hydrochloride Cl.FC1=C(C=C(C=C1)OC)[C@H](C)N